(2R,4S)-4-benzyl-N-((S)-1-((3-methyl-2-(2H-tetrazol-2-yl)benzyl)amino)-1-oxopropan-2-yl)pyrrolidine-2-carboxamide C(C1=CC=CC=C1)[C@H]1C[C@@H](NC1)C(=O)N[C@H](C(=O)NCC1=C(C(=CC=C1)C)N1N=CN=N1)C